N1=CNC2=NC=CC(=C21)C=2C=NN(C2)C2=C(C=C(C=C2)CC#N)F 2-(4-(4-(3H-imidazo[4,5-b]pyridin-7-yl)-1H-pyrazol-1-yl)-3-fluorophenyl)acetonitrile